octyl-3,5-di-t-butyl-4-hydroxy-hydrocinnamate C(CCCCCCC)OC(CCC1=CC(=C(C(=C1)C(C)(C)C)O)C(C)(C)C)=O